(S)-1-(Toluene-4-sulfonyl)-pyrrolidine-2-carboxylic acid benzooxazol-5-ylmethyl-(4-hydroxy-cyclohexyl)-amide O1C=NC2=C1C=CC(=C2)CN(C(=O)[C@H]2N(CCC2)S(=O)(=O)C2=CC=C(C)C=C2)C2CCC(CC2)O